methyl 2-oxo-6-phenylpyran-3-carboxylate O=C1OC(=CC=C1C(=O)OC)C1=CC=CC=C1